FC(OC1=CC2=C(N=C(O2)C=2C(=C(C=CC2)C2=C(C(=CC=C2)C2=CC(=C(C=C2)C(N2CCCC2)C)OC(F)F)C)C)C=C1CN1[C@@H](CCC1)C(=O)O)F ((6-(difluoromethoxy)-2-(3''-(difluoromethoxy)-2,2'-dimethyl-4''-(methylpyrrolidin-1-ylmethyl)-[1,1':3',1''-terphenyl]-3-yl)benzo[d]oxazol-5-yl)methyl)-L-proline